N-(Benzo[d]oxazol-5-ylmethyl)-4,4-dimethylcyclohexan-1-amine O1C=NC2=C1C=CC(=C2)CNC2CCC(CC2)(C)C